COC1=CC(=NC=N1)N (6-methoxy-pyrimidin-4-yl)-amine